BrC1=C(C=C(C(=C1)S(N(C1=NC=NS1)CC1=C(C=C(C=C1)OC)OC)(=O)=O)F)NC[C@@H]([C@@H](C)NC(OC(C)(C)C)=O)CC1=C(C=CC=C1)CNC(=O)OC(C)(C)C tert-butyl [(2R,3S)-4-({2-bromo-4-[(2,4-dimethoxybenzyl)(1,2,4-thiadiazol-5-yl)sulfamoyl]-5-fluorophenyl}amino)-3-(2-{[(tert-butoxycarbonyl)amino]methyl}benzyl)-butan-2-yl]carbamate